NCCOCCNC1=CC(=NC(=C1)C1=CC=C(C=C1)N1CCNCC1)C1=CC=C(C=C1)OC N-(2-(2-aminoethoxy)ethyl)-2-(4-methoxyphenyl)-6-(4-(piperazin-1-yl)phenyl)pyridin-4-amine